(R)-4-(N-((5-cyclohexylpyridin-2-yl)methyl)-1-((perfluorophenyl)sulfonyl)azetidine-2-carboxamido)-2-fluorobenzoic acid C1(CCCCC1)C=1C=CC(=NC1)CN(C(=O)[C@@H]1N(CC1)S(=O)(=O)C1=C(C(=C(C(=C1F)F)F)F)F)C1=CC(=C(C(=O)O)C=C1)F